C[C@@H]1CC(=C(CN1C(=O)OC(C)(C)C)C(=O)OC)OS(=O)(=O)C(F)(F)F |r| (+/-)-1-tert-Butyl 3-Methyl 6-Methyl-4-{[(trifluoromethyl)sulfonyl]oxy}-5,6-dihydropyridine-1,3(2H)-dicarboxylate